C(C1=CC=CC=C1)(=O)OCCOC1=CC=CC=C1 2-phenoxyethyl benzoate